C1(CC1)C(=O)NC1=NC=CC(=N1)C(=O)NCCOC1=CC(=C(C=C1)OC(F)(F)F)F 2-(cyclopropanecarboxamido)-N-(2-(3-fluoro-4-(trifluoromethoxy)phenoxy)ethyl)pyrimidine-4-carboxamide